10-(4-chloro-2'-isocyano-5-(10H-spiro[acridine-9,2'-adamantan]-10-yl)-[1,1'-biphenyl]-3-yl)-10H-spiro[acridine-9,2'-adamantane] ClC1=C(C=C(C=C1N1C=2C=CC=CC2C2(C3CC4CC(CC2C4)C3)C3=CC=CC=C13)C1=C(C=CC=C1)[N+]#[C-])N1C=3C=CC=CC3C3(C4CC2CC(CC3C2)C4)C4=CC=CC=C14